NC1=C2C(=NC=N1)N(N=C2C=2NC1=CC(=CC=C1C2Cl)C(=O)NCCCN2CCOCC2)C(C)(C)C 2-(4-Amino-1-tert-butyl-pyrazolo[3,4-d]pyrimidin-3-yl)-3-chloro-N-(3-morpholinopropyl)-1H-indole-6-carboxamide